p-phenylene-bisitaconimide C1(=CC=C(C=C1)C=C1C(=O)NC(C1)=O)C=C1C(=O)NC(C1)=O